(3aR,5S,6aS)-5-(4-fluorobenzyl)-2-((S)-2-hydroxy-2-(5-hydroxypyridin-2-yl)ethyl)octahydrocyclopenta[c]pyrrol-5-ol FC1=CC=C(CC2(C[C@@H]3[C@@H](CN(C3)C[C@@H](C3=NC=C(C=C3)O)O)C2)O)C=C1